6,6'-(Ethane-1,2-diylbis(5-carbamoyl-4-methoxy-1H-benzo[d]imidazole-1,2-diyl))bis(3-methoxybenzoic acid) C(CN1C(=NC2=C1C=CC(=C2OC)C(N)=O)C2=CC=C(C=C2C(=O)O)OC)N2C(=NC1=C2C=CC(=C1OC)C(N)=O)C1=CC=C(C=C1C(=O)O)OC